N-(6-chloro-4-(3,5-difluorobenzyl)-8-fluoro-2-methyl-3-oxo-3,4-dihydro-2H-benzo[b][1,4]oxazin-7-yl)-3,3-bis(methyl-d3)butanamide ClC1=CC2=C(OC(C(N2CC2=CC(=CC(=C2)F)F)=O)C)C(=C1NC(CC(C)(C([2H])([2H])[2H])C([2H])([2H])[2H])=O)F